(1s,4S)-4-(3-chloroanilino)-5'-methyl-2'-[(2R)-2-methyl-3-{[(5R)-5-methyl-5,6,7,8-tetrahydroquinolin-4-yl]oxy}propyl]-2',3'-dihydrospiro[cyclohexane-1,1'-isoindole]-4-carboxylic acid ClC=1C=C(NC2(CCC3(N(CC4=CC(=CC=C34)C)C[C@H](COC3=CC=NC=4CCC[C@H](C34)C)C)CC2)C(=O)O)C=CC1